FC1=CC=C(C=C1)N1C(=C(C2=CC(=CC=C12)O)C#N)C 1-(4-fluorophenyl)-5-hydroxy-2-methyl-indole-3-carbonitrile